2-((R)-3-(4-amino-2-oxo-3-(4-phenoxyphenyl)-2,3-dihydro-1H-imidazo[4,5-c]pyridin-1-yl)piperidine-1-carbonyl)-4-((3R,5S)-3,5-dimethylpiperazin-1-yl)-4-methylpent-2-enenitrile NC1=NC=CC2=C1N(C(N2[C@H]2CN(CCC2)C(=O)C(C#N)=CC(C)(C)N2C[C@H](N[C@H](C2)C)C)=O)C2=CC=C(C=C2)OC2=CC=CC=C2